(2S,3aS,7aS)-N-(p-tolyl)octahydro-1H-indole-2-carboxamide C1(=CC=C(C=C1)NC(=O)[C@H]1N[C@H]2CCCC[C@H]2C1)C